amino-N-(1-methyl-3-(pyridin-2-yl)-1H-pyrazol-4-yl)-[2,3'-bipyridine]-6-carboxamide NC=1C(=NC(=CC1)C(=O)NC=1C(=NN(C1)C)C1=NC=CC=C1)C=1C=NC=CC1